bromo-6-chloro-3-(3-((3-((4-methoxybenzyl)thio)naphthalen-1-yl)oxy)propyl)-1H-indole-2-carboxylic acid ethyl ester C(C)OC(=O)C=1N(C2=CC(=CC=C2C1CCCOC1=CC(=CC2=CC=CC=C12)SCC1=CC=C(C=C1)OC)Cl)Br